methyl-prop-2-enal CC(C=O)=C